2,4-difluoro-6-methylsulfanyl-benzaldehyde FC1=C(C=O)C(=CC(=C1)F)SC